2-((3-(2,6-dioxopiperidin-3-yl)-1-methyl-1H-indazol-7-yl)oxy)-N-(4-(1-methyl-piperidin-4-yl)phenyl)acetamide O=C1NC(CCC1C1=NN(C2=C(C=CC=C12)OCC(=O)NC1=CC=C(C=C1)C1CCN(CC1)C)C)=O